3-[[(7S)-1-[3-[[(1S)-1-(2,2-difluoro-1,3-benzodioxol-5-yl)ethyl]amino]-4-fluoro-phenyl]-3-(trifluoromethyl)-4,5,6,7-tetrahydroindazol-7-yl]oxy]bicyclo[1.1.1]pentane-1-carbonitrile FC1(OC2=C(O1)C=CC(=C2)[C@H](C)NC=2C=C(C=CC2F)N2N=C(C=1CCC[C@@H](C21)OC21CC(C2)(C1)C#N)C(F)(F)F)F